6-chloro-1-vinyl-1H-pyrazolo[3,4-b]pyridine ClC1=CC=C2C(=N1)N(N=C2)C=C